(1R,2S)-2-{3-[(5-ethyl-2-methylpyrimidin-4-yl)amino]-1H-indazol-6-yl}-5'-methoxyspiro[cyclopropane-1,3'-indol]-2'(1'H)-one C(C)C=1C(=NC(=NC1)C)NC1=NNC2=CC(=CC=C12)[C@@H]1C[C@@]12C(NC1=CC=C(C=C21)OC)=O